epoxydihydroxynaphthalene ethyl-2-[6-[[[2-benzyloxy-5-(1,3-dioxolan-2-yl)-2-(trifluoromethyl)pentanoyl]amino]carbamoyl]-5-nitro-3-(trifluoromethyl)-2-pyridyl]acetate C(C)OC(CC1=NC(=C(C=C1C(F)(F)F)[N+](=O)[O-])C(NNC(C(CCCC1OCCO1)(C(F)(F)F)OCC1=CC=CC=C1)=O)=O)=O.OC=1C(=C2C(=C3C=CC=CC13)O2)O